Ethyl 3-(3-(1-(3-(2-fluoro-5-((6-fluoro-4-(methylthio)-1-tosyl-1H-indol-5-yl)oxy)phenyl)-1H-pyrazol-1-yl)ethyl)phenyl)propanoate FC1=C(C=C(C=C1)OC=1C(=C2C=CN(C2=CC1F)S(=O)(=O)C1=CC=C(C)C=C1)SC)C1=NN(C=C1)C(C)C=1C=C(C=CC1)CCC(=O)OCC